C(#N)C1CC(NC1)C(=O)O 4-cyanopyrrolidine-2-carboxylic acid